(S*)-(9-fluoro-10,11-dihydrobenzo[6,7]oxepino[3,2-b]pyridin-10-yl)-N-methylmethanamine FC1=CC=CC2=C1[C@H](CC1=NC=CC=C1O2)CNC |o1:7|